CN1N=C(C2=CC(=CC=C12)C)C(=O)N1C[C@](CC1)(C1=NC=NS1)C1=CC(=C(C=C1)C)F (R)-(1,5-dimethyl-1H-indazol-3-yl)(3-(3-fluoro-4-methylphenyl)-3-(1,2,4-thiadiazol-5-yl)pyrrolidin-1-yl)methanone